methyl 1-(3-fluorobenzyl)-1H-indazole-5-carboxylate FC=1C=C(CN2N=CC3=CC(=CC=C23)C(=O)OC)C=CC1